CNC(C)C N-methyl-isopropylamine